N,N'-bis(1,4-dimethylpentyl)p-phenylenediamine CC(CCC(C)C)NC1=CC=C(C=C1)NC(CCC(C)C)C